COC1=CC=C(C=C1)CC(=O)N1C2=C(OCC1)C(=CN=C2)C2=CC=C(C#N)C=C2 4-(4-(2-(4-Methoxyphenyl)acetyl)-3,4-dihydro-2H-pyrido[4,3-b][1,4]oxazin-8-yl)benzonitrile